ClC1=C(NC2=C(NC3=C2C(NCC3)=O)C3=C(C=NC=C3)OCC[C@@H]3OCC3)C=CC=C1Cl |r| Racemic-3-(2,3-dichloroanilino)-2-(3-{2-[oxetan-2-yl]ethoxy}pyridin-4-yl)-1,5,6,7-tetrahydro-4H-pyrrolo[3,2-c]pyridin-4-one